C(C)(=O)OC[C@H]1O[C@H]([C@H]([C@@H]([C@@H]1CC(=O)O)CC(=O)O)CC(=O)O)OC1=CC=C(C=C1)N1C(=NC2=CC(=CC=C2C1=O)Br)C (2S,3S,4R,5S,6S)-2-(acetoxymethyl)-6-(4-(7-bromo-2-methyl-4-oxoquinazolin-3(4H)-yl)phenoxy)tetrahydro-2H-pyran-3,4,5-triacetic acid